C1=CC=C2C(=C1)C(=CN2)/C=C/C(=O)[O-] Indoleacrylate